COC1=C(C=C(C(=C1)C1CCNCC1)C)C1(N=C(C2=C(N1)NC=C2)NC=2C=CC=C1CCN(C21)S(=O)(=O)C)N 2-(2-methoxy-5-methyl-4-(piperidin-4-yl)phenyl)-N4-(1-(methylsulfonyl)indolin-7-yl)-7H-pyrrolo[2,3-d]pyrimidine-2,4-diamine